3-{4-[(2-amino-4-pyrimidinyl)oxy]-3-ethylphenyl}-1-[2-ethoxy-5-(trifluoromethyl)phenyl]-2,4-imidazolidinedione NC1=NC=CC(=N1)OC1=C(C=C(C=C1)N1C(N(CC1=O)C1=C(C=CC(=C1)C(F)(F)F)OCC)=O)CC